ClC=1C=C(C=NC1)C1=NC(=C2N=CN(C2=N1)[C@H]1[C@@H]([C@@H]([C@H](O1)C(=O)NC([2H])([2H])[2H])O)O)NCC1=CC(=CC=C1)I (2s,3s,4r,5r)-5-(2-(5-chloropyridin-3-yl)-6-((3-iodobenzyl)amino)-9H-purin-9-yl)-3,4-dihydroxy-N-(methyl-d3)tetrahydrofuran-2-carboxamide